O[C@H]1C[C@@H]2CC[C@H]3[C@@H]4CC[C@H](C(C)=O)[C@]4(CC[C@@H]3[C@]2(CC1)C)C 3α-hydroxy-5α-pregnane-20-one